CCCCC(CCC(CCC(CCC(CCCCC(CCC(CCC(CCC=O)=O)=O)=O)=O)=O)=O)=O octacosan-5,8,11,14,19,22,25,28-octone